2-Methyl-bicyclo[2.2.1]hept-5-ene CC1C2C=CC(C1)C2